Tert-butyl 2-(3,3-dibromo-2-oxo-2,3-dihydro-1H-pyrrolo[2,3-b]pyridin-1-yl)acetate BrC1(C(N(C2=NC=CC=C21)CC(=O)OC(C)(C)C)=O)Br